5-((2R,3S)-4-((S)-4-isopropyl-2-oxooxazolidin-3-yl)-3-methyl-4-oxobutan-2-yl)-3,4-dihydroisoquinoline-2(1H)-Carboxylic acid C(C)(C)[C@@H]1N(C(OC1)=O)C([C@H]([C@@H](C)C1=C2CCN(CC2=CC=C1)C(=O)O)C)=O